tert-Butyl (1S,4s)-4-(2-fluoro-4-methoxy-5-(((1S,2R,3S,4R)-3-(neopentylcarbamoyl)bicyclo[2.2.1]heptan-2-yl)carbamoyl)phenoxy)-1-methylcyclohexane-1-carboxylate FC1=C(OC2CCC(CC2)(C(=O)OC(C)(C)C)C)C=C(C(=C1)OC)C(N[C@@H]1[C@H]2CC[C@@H]([C@@H]1C(NCC(C)(C)C)=O)C2)=O